diphenyl sulfone C1(=CC=CC=C1)S(=O)(=O)C1=CC=CC=C1